N-(2-aminoethyl)-6-methyl-1-(4-methoxyphenyl)-9H-pyrido[3,4-b]indole-3-carboxamide hydrochloride Cl.NCCNC(=O)C1=CC2=C(NC3=CC=C(C=C23)C)C(=N1)C1=CC=C(C=C1)OC